OC(COC1=C(C=C(C=O)C=C1)OC)COC1=C(C=C(C=O)C=C1)OC 4,4'-(2-Hydroxypropan-1,3-diyl)-bis(oxy)-bis(3-methoxybenzaldehyd)